6-(4-chlorophenyl)-2-(3-fluorophenyl)-N-[(cis)-4-hydroxy-1-imino-1-oxidotetrahydro-1H-1λ6-thiophen-3-yl]-3-oxo-2,3-dihydropyridazine-4-carboxamide ClC1=CC=C(C=C1)C=1C=C(C(N(N1)C1=CC(=CC=C1)F)=O)C(=O)N[C@@H]1CS(C[C@@H]1O)(=O)=N